C(C1=CC=CC=C1)OC(=O)NC(C(=O)OC)CNC(=O)C1=CC2=NC=CC(=C2S1)CF methyl 2-(((benzyloxy)carbonyl)amino)-3-(7-(fluoromethyl)thieno[3,2-b]pyridine-2-carboxamido)propanoate